BrC1=CC(=C(C=C1)C(C)NC)F 1-(4-bromo-2-fluorophenyl)-N-methylethan-1-amine